2-chloro-5-(trifluoromethyl)-1,3,4-thiadiazole ClC=1SC(=NN1)C(F)(F)F